FC1(OC2=C(O1)C=CC(=C2)[C@H](C)OC=2C=C(C=CC2)N2N=C(C=1CCCC(C21)SC2=CC=C(C(=O)O)C=C2)C(F)(F)F)F 4-[[1-[3-[(1S)-1-(2,2-difluoro-1,3-benzodioxol-5-yl)ethoxy]phenyl]-3-(trifluoromethyl)-4,5,6,7-tetrahydroindazol-7-yl]sulfanyl]benzoic acid